6-ethylsulfonyl-1,3-dimethyl-5-[1-methyl-5-(trifluoromethylsulfanyl)benzimidazol-2-yl]imidazo[4,5-b]pyridin-2-one C(C)S(=O)(=O)C=1C=C2C(=NC1C1=NC3=C(N1C)C=CC(=C3)SC(F)(F)F)N(C(N2C)=O)C